3-carboxypropionate C(=O)(O)CCC(=O)[O-]